C(C1=CC=CC=C1)[C@@]([C@@](C(=O)O)(O)CC1=CC=CC=C1)(O)C(=O)O dibenzyl-D-tartaric acid